4-Acetyl-3,4-dihydro-2-methyl-N-[(3-methylphenyl)methyl]-2H-1,4-benzothiazine-6-sulfonamide C(C)(=O)N1CC(SC2=C1C=C(C=C2)S(=O)(=O)NCC2=CC(=CC=C2)C)C